N,N-dimethyl-p-methyl-aniline CN(C1=CC=C(C=C1)C)C